NC=1C=C(C=C(C1)C(F)(F)F)[C@@H](C)NC=1C2=C(N=C(N1)C)N=C(C(=C2)N2CCC1(CC2)CCN(CC1)C)OC (R)-N-(1-(3-amino-5-(trifluoromethyl)phenyl)ethyl)-7-methoxy-2-methyl-6-(9-methyl-3,9-diazaspiro[5.5]undec-3-yl)pyrido[2,3-d]pyrimidin-4-amine